(1R,5S)-8-(3-chloro-2-fluorobenzyl)-3-((3-fluoro-6-((5-methyl-1H-pyrazol-3-yl)amino)pyridin-2-yl)methyl)-8-azabicyclo[3.2.1]-octane-3-carboxylic acid ClC=1C(=C(CN2[C@H]3CC(C[C@@H]2CC3)(C(=O)O)CC3=NC(=CC=C3F)NC3=NNC(=C3)C)C=CC1)F